tert-butyl 3-(5-(3-(1,8-naphthyridin-2-yl)propyl)-1-((2-(trimethylsilyl)ethoxy)methyl)-1H-pyrazol-3-yl)-3-(3-fluoro-4-methoxyphenyl)propanoate N1=C(C=CC2=CC=CN=C12)CCCC1=CC(=NN1COCC[Si](C)(C)C)C(CC(=O)OC(C)(C)C)C1=CC(=C(C=C1)OC)F